C(=O)(Cl)[C@@H]1[C@H](C1)C(=O)OC Methyl (1S,2S)-2-(carbonochloridoyl)cyclopropane-1-carboxylate